ClC1=C(C=CC(=C1)Cl)NC(=O)C=1C(=NN(C1)C=1SC=CN1)CC N-(2,4-dichlorophenyl)-3-ethyl-1-(thiazol-2-yl)-1H-pyrazole-4-carboxamide